N1=C(C=CC=C1)S Pyridine-2-thiol